C(CCCCCCCCCCCCCCCCCCCCCCCCCCCCCC)(N)N hentriacontanediamine